CC12CC3(CC(CC(C1)(C3)C)C2)C(=O)NC=2SC3=C(N2)C=CC(=C3)OC(F)(F)F 3,5-dimethyl-N-[6-(trifluoromethoxy)-1,3-benzothiazol-2-yl]adamantane-1-carboxamide